FC1=CC=C(C=C1)C1=CC(=CN1S(=O)(=O)C1=CC=C(C=C1)OC)C=O 5-(4-fluorophenyl)-1-((4-methoxyphenyl)sulfonyl)-1H-pyrrole-3-carbaldehyde